C(C(=C)C)(=O)OCC(CS(=O)(=O)O)O 3-methacryloyloxy-2-hydroxypropanesulphonic acid